3-hydroxyphenyl-propionitrile OC=1C=C(C=CC1)C(C#N)C